C1(=CC=CC=C1)OCCOCCO diethylene glycol phenyl ether